1-(2-((4-((2-(dimethylphosphoryl)phenyl)amino)-7H-pyrrolo[2,3-d]pyrimidin-2-yl)amino)-7,8-dihydro-1,6-naphthyridin-6(5H)-yl)-2-hydroxyethane-1-one CP(=O)(C)C1=C(C=CC=C1)NC=1C2=C(N=C(N1)NC1=NC=3CCN(CC3C=C1)C(CO)=O)NC=C2